Z-7,15-hexadecadien-4-lactone C1(CCC(CC\C=C/CCCCCCC=C)O1)=O